CC(C)(CCCC(C=C)C)OCC=CC1=CC=CC=C1 (3-((2,6-dimethyloct-7-en-2-yl)oxy)prop-1-en-1-yl)benzene